(1S,2S)-N-(6-(5-chloro-6-fluoro-7-((4-methyl-1H-imidazol-1-yl)methyl)-1H-indazol-4-yl)imidazo[1,2-a]pyrazin-2-yl)-2-fluorocyclopropane-1-carboxamide ClC=1C(=C2C=NNC2=C(C1F)CN1C=NC(=C1)C)C=1N=CC=2N(C1)C=C(N2)NC(=O)[C@H]2[C@H](C2)F